N[C@H](CO)CC1=NC(=NO1)C1=CC(=CC=C1)[C@@H]1COC=2C(=NC=CC2)O1 (S)-2-amino-3-(3-(3-((R)-2,3-dihydro-[1,4]dioxino[2,3-b]pyridin-3-yl)phenyl)-1,2,4-oxadiazol-5-yl)propan-1-ol